4-ISOBUTYRAMIDOBENZENEBORONIC ACID C(C(C)C)(=O)NC1=CC=C(C=C1)B(O)O